3-methyl-5-methylsulfonyl-2-[7-[rac-(3R)-1-methyl-3-piperidyl]-1,8-naphthyridin-2-yl]phenol CC=1C(=C(C=C(C1)S(=O)(=O)C)O)C1=NC2=NC(=CC=C2C=C1)[C@H]1CN(CCC1)C |r|